FC1(CCC(CC1)CO)F 4,4-difluorocyclohexylmethanol